BrC=1C=C2CCCC(C2=C(C1)C)NC1=CC=C2C=NN(C2=C1)C=1C=NN(C1)C N-(6-bromo-8-methyl-1,2,3,4-tetrahydronaphthalen-1-yl)-1-(1-methyl-1H-pyrazol-4-yl)-1H-indazol-6-amine